OC=1C(C(=CN2N3[C@H](CCC[C@@H](N(C(C21)=O)C3)C)C)C(=O)NCC3=C(C=C(C=C3F)F)F)=O (1S,2S,6S)-9-hydroxy-2,6-dimethyl-8,10-dioxo-N-(2,4,6-trifluorobenzyl)-3,4,5,6,8,10-hexahydro-2H-1,7-methanopyrido[1,2-b][1,2,5]triazecine-11-carboxamide